5-chloro-N-(3-chloro-5-nitrophenyl)-2-(1,1-dioxidoisothiazolidin-2-yl)isonicotinamide ClC1=CN=C(C=C1C(=O)NC1=CC(=CC(=C1)[N+](=O)[O-])Cl)N1S(CCC1)(=O)=O